(2-methyl-1,3-phenylene)bis(methylene)dicyclohexane CC1=C(C=CC=C1CC1CCCCC1)CC1CCCCC1